CNC1=CC=C2CCN(CC2=C1)C(=O)OC(C)(C)C tert-butyl 7-(methylamino)-3,4-dihydro-1H-isoquinoline-2-carboxylate